[6-(3-cyclopropyl-1H-1,2,4-triazol-5-yl)-2-azaspiro[3.3]heptan-2-yl]-[6-([1,2,4]triazolo[1,5-a]pyridin-6-ylmethyl)-2-azaspiro[3.3]heptan-2-yl]methanone C1(CC1)C1=NNC(=N1)C1CC2(CN(C2)C(=O)N2CC3(C2)CC(C3)CC=3C=CC=2N(C3)N=CN2)C1